2-chloro-6,7-dihydro-5H-pyrrolo[3,4-d]pyrimidine HCl Cl.ClC=1N=CC2=C(N1)CNC2